CN(C=1C=CC2=C(N=C(S2)NC(CNC(OC(C)(C)C)=O)=O)C1)C Tert-butyl (2-((5-(dimethylamino)benzo[d]thiazol-2-yl)amino)-2-oxoethyl)carbamate